C(C)(C)(C)OC(=O)NCCC(C(=O)O)(C)C 4-(tert-butoxycarbonylamino)-2,2-dimethyl-butyric acid